C(C)(C)(C)OC(=O)N1CCC(CC1)C(=O)C=1OC(=NN1)C=1SC=CC1 4-(5-(Thiophen-2-yl)-1,3,4-oxadiazol-2-carbonyl)piperidine-1-carboxylic acid tert-butyl ester